C(C=CC1=CC=CC=C1)(=O)[O-] Cinnamat